P(OC)(OC)OC1=C(C=CC(=C1)C#N)I dimethyl 5-cyano-2-iodophenyl phosphite